(6'-Hydroxy-8'-oxo-3'-(4-methylphenyl)-8'H-spiro[cyclopentane-1,5'-indolizine]-7'-carbonyl)glycine OC=1C2(N3C(=CC=C3C(C1C(=O)NCC(=O)O)=O)C1=CC=C(C=C1)C)CCCC2